tert-butyl 4-[2-(2,6-dioxopiperidin-3-yl)-3-oxo-1H-isoindol-5-yl]piperidine-1-carboxylate O=C1NC(CCC1N1CC2=CC=C(C=C2C1=O)C1CCN(CC1)C(=O)OC(C)(C)C)=O